N=1N=C(NC1)C1=CC=C(C=C1)C=1N=C2C(=NC1)NC(CN2CC)=O 6-(4-(4H-1,2,4-triazol-3-yl)phenyl)-4-ethyl-3,4-dihydropyrazino[2,3-b]pyrazin-2(1H)-one